methyl (S)-3-((R)-1,1-dioxidotetrahydrothiophen-3-yl)-7-methyl-2-((S)-1-(4-methyl-1H-pyrazol-1-yl)propan-2-yl)-3,7,8,9-tetrahydro-6H-imidazo[4,5-f]quinoline-6-carboxylate O=S1(C[C@@H](CC1)N1C(=NC2=C3CC[C@@H](N(C3=CC=C21)C(=O)OC)C)[C@H](CN2N=CC(=C2)C)C)=O